C(C)(C)(C)OC(=O)N1C(=NC2=C1C=C(C=C2C)Br)NC 6-bromo-4-methyl-2-(methylamino)-1H-benzo[d]imidazole-1-carboxylic acid tert-butyl ester